4-(3-bromophenyl)-9-phenyl-9H-carbazole BrC=1C=C(C=CC1)C1=CC=CC=2N(C3=CC=CC=C3C12)C1=CC=CC=C1